azidoleucine N(=[N+]=[N-])N[C@@H](CC(C)C)C(=O)O